copper-aluminium-beryllium gadolinium [Gd].[Be].[Al].[Cu]